NC1=CC=C(C=C1)C=1OC2=C(C1)C=C(C=C2)NC([C@H]2N(CCC2)C([C@@H](C2=CC=CC=C2)N(C)C)=O)=O N-[2-(4-aminophenyl)-1-benzofuran-5-yl]-1-[(2R)-2-(dimethyl-amino)-2-phenylacetyl]-L-prolinamide